C(C)(C)(C)OC(=O)N(C1=CC=C(C(=O)O)C=C1)[C@@H]1C[C@@H](N(C2=CC=CC=C12)C(CC)=O)C 4-((tert-butoxycarbonyl)((2S,4R)-2-methyl-1-propionyl-1,2,3,4-tetrahydroquinolin-4-yl)amino)benzoic acid